CN1N=CC(=C1)C1=CC=C(CNC2=NC=NC(=C2)C2=CN=C3N2C=CC(=C3)OCC(CN3CCCC3)C)C=C1 [4-(1-methyl-1H-pyrazol-4-yl)-benzyl]-{6-[7-(2-methyl-3-pyrrolidin-1-yl-propoxy)-imidazo[1,2-a]Pyridin-3-yl]-pyrimidin-4-yl}-amine